(3-methylaminopropyl)trimethoxysilane CNCCC[Si](OC)(OC)OC